N-[(1R,3S)-3-[(2-cyano-1-benzothiophen-4-yl)amino]cyclohexyl]-4-methoxybenzamide C(#N)C=1SC2=C(C1)C(=CC=C2)N[C@@H]2C[C@@H](CCC2)NC(C2=CC=C(C=C2)OC)=O